(R)-2-isopropyl-5-(4-(pyrazolo[1,5-a]pyridin-2-yl)-1,4,6,7-tetrahydro-5H-imidazo[4,5-c]pyridin-5-yl)-1,3,4-oxadiazole C(C)(C)C=1OC(=NN1)N1[C@H](C2=C(CC1)NC=N2)C2=NN1C(C=CC=C1)=C2